COC1=CC2=C(NC(=N2)NC(CC2=CC=C(C=C2)S(=O)(=O)CC)=O)C=C1OC N-(5,6-Dimethoxy-1H-benzoimidazol-2-yl)-2-(4-ethanesulfonyl-phenyl)-acetamide